1-benzyl-5-(4-ethylphenyl)-3,4-dimethyl-3-(2,2,3,3,4,4,5,5,5-nonafluoropentyl)-1,3-dihydro-2H-pyrrol-2-one C(C1=CC=CC=C1)N1C(C(C(=C1C1=CC=C(C=C1)CC)C)(CC(C(C(C(F)(F)F)(F)F)(F)F)(F)F)C)=O